tert-butyl 4-(3-isopropyl-3-methyl-2-oxoindolin-5-yl)-3,6-dihydropyridine-1(2H)-carboxylate C(C)(C)C1(C(NC2=CC=C(C=C12)C=1CCN(CC1)C(=O)OC(C)(C)C)=O)C